CN1CCN(CC1)C1=CC=C(C=C1)NC=1C(=NC2=CC=CC=C2N1)C(=O)N 3-((4-(4-methylpiperazin-1-yl)phenyl)amino)quinoxaline-2-carboxamide